N-Allyl-N-[(allylaminocarbonyl)methyl]dichloroacetamide Titanium [Ti].C(C=C)N(C(C(Cl)Cl)=O)CC(=O)NCC=C